3-((1-cyanocyclopropyl)methyl)-5-(2-(methoxycarbonyl)cyclopropyl)-2-methylpyridine 1-oxide C(#N)C1(CC1)CC=1C(=[N+](C=C(C1)C1C(C1)C(=O)OC)[O-])C